ClC=1C(=C(C=CC1)NC1=C(NC2=C1C(NCC2)=O)C2=C1C(=NC=C2)C=CO1)OC 3-[(3-chloro-2-methoxyphenyl)amino]-2-[furo[3,2-b]pyridin-7-yl]-1H,5H,6H,7H-pyrrolo[3,2-c]pyridin-4-one